ClC=1C=C(C=C(C1)NS(=O)(=O)C)NC(=O)C1=CN(C(=C1)C1=NC=C(C=C1C)F)C N-(3-chloro-5-(methylsulfonamido)phenyl)-5-(5-fluoro-3-methylpyridin-2-yl)-1-methyl-1H-pyrrole-3-carboxamide